O1NC(CC1)=O 3-ISOXAZOLIDINON